COC1=CC=C(C=C1)C(OC[C@@H]1[C@H](C[C@@H](O1)CN1C(NC=CC1=O)=O)O)(C1=CC=CC=C1)C1=CC=C(C=C1)OC 3-(((2R,4S,5R)-5-((bis(4-methoxyphenyl)(phenyl)methoxy)methyl)-4-hydroxytetrahydrofuran-2-yl)methyl)pyrimidine-2,4(1H,3H)-dione